7-((4-phenoxypentanoyl)glycyl)-1,4-dioxa-7-azaspiro[4.4]nonane-8-carboxamide O(C1=CC=CC=C1)C(CCC(=O)NCC(=O)N1CC2(OCCO2)CC1C(=O)N)C